Cis-7-(5-cyano-2-isopropoxy-phenyl)-5-fluoro-N-(3-hydroxycyclobutyl)benzofuran-2-carboxamide C(#N)C=1C=CC(=C(C1)C1=CC(=CC=2C=C(OC21)C(=O)N[C@@H]2C[C@@H](C2)O)F)OC(C)C